CN(CCCCCCCCCCCCCC)C N,N-dimethyltetradecaneamine